N[C@@H](CCC(=O)N[C@@H](CSCC1=CC=CC=C1)C(=O)N[C@H](C1=CC=CC=C1)C(=O)O)C(=O)O γ-glutamyl-S-(benzyl)cysteinyl-R-phenylglycine